ClC1=C(C=NC=C1)N1CC(CCC1)N(C(OC(C)(C)C)=O)C tert-butyl (1-(4-chloropyridin-3-yl)piperidin-3-yl)(methyl)carbamate